C(C)(C)(C)OC(=O)N1C2=C(OCC1)C=C(C(=C2)OC)N2N=C(C=1C=NC(=CC12)Cl)C(=O)NCCN1CCC(CC1)C(=O)O 1-(2-(1-(4-(tert-butoxycarbonyl)-6-methoxy-3,4-dihydro-2H-benzo[b][1,4]oxazin-7-yl)-6-chloro-1H-pyrazolo[4,3-c]pyridine-3-carboxamido)ethyl)piperidine-4-carboxylic acid